CC(=O)NC1=CC(=CN=C1)Br.O.O n-(5-bromopyridin-3-yl)acetamide